4-chloro-1-ethyl-5-iodo-2-methyl-1,3-benzodiazole ClC1=C(C=CC=2N(C(=NC21)C)CC)I